C(CCCC)NC1CCC(CC1)=O 4-(pentylamino)cyclohexanone